C(=O)C1=CC(=C(OCC2C(C2)CNC(OC(C)(C)C)=O)C=C1)O rel-Tert-butyl ((2-((4-formyl-2-hydroxyphenoxy)methyl) cyclopropyl)methyl)carbamate